octadienoic acid CCC/C=C/C=C/C(=O)O